O(C=1C=C(C=O)C=CC1)C=1C=C(C=O)C=CC1 3,3'-oxybis[benzaldehyde]